[Si](C)(C)(C(C)(C)C)OC1C2=C(C(=C=C=C2C1(F)F)OC=1C=C(C(=O)N)C=C(C1)F)I 3-{7-[tert-butyldimethylsilyloxy]-8,8-difluoro-5-iodobicyclo[4.2.0]octa-1,3,5-triene-2-enyloxy}-5-fluorobenzamide